N2-ethyl-2'-deoxyguanosine CCNC1=NC2=C(C(=O)N1)N=CN2[C@H]3C[C@@H]([C@H](O3)CO)O